(R)-(-)-terpin-4-ol ethyl-acetate C(C)CC(=O)O[C@]1(CC=C(C)CC1)C(C)C